(3R,4R)-N-[5-chloro-7-(2-methylpropyl)imidazo[4,3-f][1,2,4]triazin-2-yl]-3-fluoro-1-methanesulfonylpiperidin-4-amine ClC=1N=C(N2N=C(N=CC21)N[C@H]2[C@@H](CN(CC2)S(=O)(=O)C)F)CC(C)C